N[C@@H](CC1=CC=CC=C1)C(=O)N[C@@H](CO)C(=O)O phenylalanyl-serine